C(C)(CC)C(C(=O)[O-])(C)C.[Na+] sodium 2-(sec-butyl)-2-methylpropionate